C(N)(=O)C=1C=C(C=CC1)C=1C=CC=2N(C1)N=NC2C(=O)NC=2C(=NC=C(C2)NC(CN2[C@H](CCC2)C)=O)C 6-(3-carbamoylphenyl)-N-[2-methyl-5-[[2-[(2S)-2-methylpyrrolidin-1-yl]acetyl]amino]-3-pyridyl]triazolo[1,5-a]pyridine-3-carboxamide